benzo[c]pyrido[3,2-e]azepine C=1C=CNC=2C1C1=C(C=NC2)C=CC=C1